tert-butyl (3-hydroxy cyclopentyl)carbamate OC1CC(CC1)NC(OC(C)(C)C)=O